4-(difluoromethoxy)-N-((3R,4S)-3-fluoro-1-(3-methyloxetan-3-yl)piperidin-4-yl)-5-(quinoxalin-6-yl)pyrrolo[2,1-f][1,2,4]triazin-2-amine FC(OC1=NC(=NN2C1=C(C=C2)C=2C=C1N=CC=NC1=CC2)N[C@@H]2[C@@H](CN(CC2)C2(COC2)C)F)F